N-((3-oxoquinuclidin-2-yl)methyl)nicotinamide O=C1C(N2CCC1CC2)CNC(C2=CN=CC=C2)=O